CC(C)/C=C/O Isopentenol